(S)-methyl-3-((1-ethyl-1H-1,2,3-triazol-4-yl)-methoxy)-3-(3-(((S)-6-ethyl-6,7-dihydro-5H-pyrido[2,3-c]azepin-8(9H)-yl)methyl)-4-methylphenyl)-2,2-dimethyl-propanoic acid C[C@@](C(C(=O)O)(C)C)(C1=CC(=C(C=C1)C)CN1CC2=C(C[C@@H](C1)CC)C=CC=N2)OCC=2N=NN(C2)CC